C(N)(=O)OCC=1CS[C@H]2N(C1C(=O)O)C(C2NC(C(=NOC)C=2OC=CC2)=O)=O 3-carbamoyloxymethyl-7-[2-(2-furyl)-2-methoxyiminoacetamido]-3-cephem-4-carboxylic acid